1-(5,5-difluoro-6-methyl-2,7-diazaspiro[3.5]nonan-2-yl)prop-2-en-1-one FC1(C2(CN(C2)C(C=C)=O)CCNC1C)F